hexamethylenedimelamine N1=C(NCCCCCCNC2=NC(=NC(=N2)N)N)N=C(N)N=C1N